Cl.C1NCC=2C(=CC=CC12)C(=O)OC methyl 2,3-dihydro-1H-isoindole-4-carboxylate hydrochloride